BrC1=CC(=CC(=N1)C=O)C 6-bromo-4-methylpyridine-carbaldehyde